BrC=1C=C2C(C=CNC2=CC1OC)=O 6-Bromo-7-methoxyquinolin-4(1H)-one